OC1=C(C=C(C(=C1)O)C(C)C)C=1N(C(=NN1)C(=O)NCC)C1=CC=C(C=C1)CN1CCNCC1 5-[2,4-dihydroxy-5-(propan-2-yl)phenyl]-N-ethyl-4-{4-[(piperazin-1-yl)methyl]phenyl}-4H-1,2,4-triazole-3-carboxamide